FC1(CCN(CC1)C1=NC(=NC=C1)NC(C1=C(N=C(C=C1)OC)N1CCC2(CC2)CC1)=O)F N-(4-(4,4-difluoropiperidin-1-yl)pyrimidin-2-yl)-6-methoxy-2-(6-azaspiro[2.5]octan-6-yl)nicotinamide